C1(=CC=CC=C1)P(OC(=C)C1=CC=C(C=C1)OC)(OCC)=O (1-(4-methoxyphenyl) vinyl) ethyl phenylphosphonate